C(C1=CC=CC=C1)N1CC=2C(=C(C=3NC=4C=CC=C(C4C3C2)OC)C)CC1 2-benzyl-10-methoxy-5-methyl-2,3,4,6-tetrahydro-1H-pyrido[4,3-b]carbazole